tert-butyl (S)-2-(5-aminopyridin-3-yl)piperidine-1-carboxylate NC=1C=C(C=NC1)[C@H]1N(CCCC1)C(=O)OC(C)(C)C